5-[4-[(1,4-dimethylpyrrolidin-3-yl)oxymethyl]-2-methyl-pyrazol-3-yl]-N-(6-methylpyrazin-2-yl)pyrazolo[1,5-a]pyridin-2-amine CN1CC(C(C1)C)OCC1=C(N(N=C1)C)C1=CC=2N(C=C1)N=C(C2)NC2=NC(=CN=C2)C